C(C)OCCN1C(=NC2=C1C=CC=C2)C2CCN(CC2)CCC2=CC=C(C=C2)C(C(=O)O)(C)C 4-[2-[4-[1-(2-ethoxyethyl)-1H-benzimidazol-2-yl]-1-piperidinyl]ethyl]-α,α-dimethyl-phenylacetic acid